FC1(CC2(C1)CC(N(CC2)CC2=C1C=CNC1=C(C=C2OC)C)C2=NC=C(C=C2)S(=O)(=O)C)F 2,2-difluoro-7-((5-methoxy-7-methyl-1H-indol-4-yl)methyl)-6-(5-(methylsulfonyl)pyridin-2-yl)-7-azaspiro[3.5]nonane